FC1CCCC2C3CCC(OC[C@@H]4[C@@]5(C[C@H](N4CCOC12)C)NCCOC5)CC3 (1's,3R,12'R,15'S,18's)-6'-fluoro-12'-methyl-8',17'-dioxa-11'-azaspiro[morpholine-3,14'-tetracyclo[16.2.2.02,7.011,15]docosane]